9-(4-chloro-2-fluoro-phenyl)-2,3-dimethyl-7-[2-(1-methylpyrazol-4-yl)tetrahydropyran-4-yl]pyrimido[1,2-b]pyridazin-4-one ClC1=CC(=C(C=C1)C=1C=2N(N=C(C1)C1CC(OCC1)C=1C=NN(C1)C)C(C(=C(N2)C)C)=O)F